C(C1=CC=CC=C1)(=O)N1CCC2(CCN(C2=O)CC2CCCC2)CC1 8-benzoyl-2-(cyclopentylmethyl)-2,8-diazaspiro[4.5]decan-1-one